FC(C1=CC=C(C=C1)CN1NNC(C1)CN1C(NC2=C(C1=O)N=CC=C2)=O)(F)F 3-[(1-{[4-(trifluoromethyl)phenyl]methyl}-1,2,3-triazacyclopent-4-yl)methyl]-1,2,3,4-tetrahydropyrido[3,2-d]pyrimidine-2,4-dione